bicyclo[7.1.1]undecanyl methacrylate C(C(=C)C)(=O)OC12CCCCCCCC(C1)C2